ClC1=NC2=CC=CC=C2C=C1B(O)O 2-CHLOROQUINOLINE-3-BORONIC ACID